(6S)-5-(2-amino-2-oxo-ethyl)-5-azaspiro[2.4]heptane-6-carboxylic acid NC(CN1CC2(CC2)C[C@H]1C(=O)O)=O